N3,N3'-(5-amino-3-iminopyridine-2,6(1H,3H)-diylidene)bis(N2,N2-diethyl-6,7-dimethylpyrazolo[1,5-a]pyridine-2,3-diamine) NC1=CC(C(NC1=NC=1C(=NN2C1C=CC(=C2C)C)N(CC)CC)=NC=2C(=NN1C2C=CC(=C1C)C)N(CC)CC)=N